dibenzothiophene-5-sulfonate C1=CC=CC=2S(C3=C(C21)C=CC=C3)S(=O)(=O)[O-]